methyl 2-((1R,5S,6s)-3-(7,7-difluoro-2-(2-(trifluoromethyl)azetidin-1-yl)-6,7-dihydro-5H-cyclopenta[d]pyrimidin-4-yl)-3-azabicyclo[3.1.1]heptan-6-yl)acetate FC1(CCC2=C1N=C(N=C2N2C[C@H]1C([C@@H](C2)C1)CC(=O)OC)N1C(CC1)C(F)(F)F)F